C1(CC1)C=1N=CC2=C3C(=CC(=C2C1)S(NCC(C)C)(=O)=O)[C@@H](C[C@H]3NC=3C=CC=NC3)NC(=O)C=3C=NC=CC3 |r| 5-[[Trans-(7RS,9RS)-3-cyclopropyl-5-(2-methylpropylsulfamoyl)-7-(pyridin-3-carbonylamino)-8,9-dihydro-7H-cyclopenta[h]isochinolin-9-yl]amino]pyridin